The molecule is an N-substituted pyrraline that is pyrraline in which the hydrogen attached to the pyrrole nitrogen has been replaced by a neopentyl (2,2-dimethylpropyl) group. CC(C)(C)CN1C(=CC=C1C=O)CO